FC(C=1C=NC(=NC1)N1CCN(CC1)C(=O)[C@@H]1CN(CCC1)C(=O)OC(C)(C)C)(F)F tert-butyl (S)-3-(4-(5-(trifluoromethyl)pyrimidin-2-yl)piperazine-1-carbonyl)piperidine-1-carboxylate